(E)-1-[2-Hydroxy-6-[[4-(trifluoromethoxy)phenyl]methoxy]phenyl]-3-(4-methoxyphenyl)prop-2-en-1-one OC1=C(C(=CC=C1)OCC1=CC=C(C=C1)OC(F)(F)F)C(\C=C\C1=CC=C(C=C1)OC)=O